CC(C#CC1N(CCC(C1)O[Si](C)(C)C)S(=O)(=O)C1=CC=C(C)C=C1)=C (3-Methylbut-3-en-1-yn-1-yl)-1-tosyl-4-((trimethylsilyl)oxy)piperidine